CC1=NC=NC(=C1C1=CC=C(C[N+]2=NOC(=C2)[N-]C(NC=2C=NC=C(C2)C(F)(F)F)=O)C=C1)C (3-(4-(4,6-dimethylpyrimidin-5-yl)benzyl)-1,2,3-oxadiazol-3-ium-5-yl)((5-(trifluoromethyl)pyridin-3-yl)carbamoyl)amide